(2S,5S)-5-hydroxy-piperidine-2-carboxylic acid methyl ester COC(=O)[C@H]1NC[C@H](CC1)O